NC1=CC=CC(=N1)S(=O)(=O)NC(=O)C=1C=NC(=CC1N1C(C[C@@H](C1)C)(C)C)C1=CC(=CC(=C1)OCC(C)C)F N-[(6-Amino-2-pyridyl)sulfonyl]-6-(3-fluoro-5-isobutoxyphenyl)-4-[(4S)-2,2,4-trimethylpyrrolidin-1-yl]pyridin-3-carboxamid